FC(C1=CC2=C(N=C(N=C2)NC=2C=CC(=C3CCOC32)C(=O)NCC)N1CC1=NC=CN=C1N(S(=O)(=O)C)C)F 7-((6-(difluoromethyl)-7-((3-(N-methylmethylsulfonamido)pyrazin-2-yl)methyl)-7H-pyrrolo[2,3-d]pyrimidin-2-yl)amino)-N-ethyl-2,3-dihydrobenzofuran-4-carboxamide